(2S)-1-(5-methylbenzofuran-2-ylsulfonyl)pyrrolidine-2-carboxylic acid CC=1C=CC2=C(C=C(O2)S(=O)(=O)N2[C@@H](CCC2)C(=O)O)C1